N=1C=NN2C1C=C(C=C2)OC2=CC(=C(C=C2C)NC2=NC=NC1=CC(=C(C=C21)NC(C(=CC2NCCC2)F)=O)OCC)OC N-(4-((4-([1,2,4]triazolo[1,5-a]pyridin-7-yloxy)-2-methoxy-5-methylphenyl)amino)-7-ethoxyquinazolin-6-yl)-2-fluoro-3-(pyrrolidin-2-yl)acrylamide